CN(C=1C=NC=CC1)C N,N-dimethylpyridine-3-amine